FC=1C=C2C(=C(C(C2=CC1)=CC1=CC(=CC=C1)COC1=CC=CC=C1)C)CC1=NOC(N1)=O 3-((5-fluoro-2-methyl-1-(3-(phenoxymethyl)benzylidene)-1H-inden-3-yl)methyl)-1,2,4-oxadiazol-5(4H)-one